C(C1=CC=CC=C1)O[C@H]1C[C@H](C1)OC1=CC(=C2C(=N1)C(=CS2)C(=O)NC)C(F)(F)F 5-(cis-3-(benzyloxy)cyclobutoxy)-N-methyl-7-(trifluoromethyl)thieno[3,2-b]pyridine-3-carboxamide